(2S,4S)-1-((R)-2-((tert-butoxycarbonyl)amino)-3-cyclohexylpropionyl)-4-(5-(2-hydroxyprop-2-yl)-1H-1,2,3-triazol-1-yl)pyrrolidine-2-carboxylic acid methyl ester COC(=O)[C@H]1N(C[C@H](C1)N1N=NC=C1C(C)(C)O)C([C@@H](CC1CCCCC1)NC(=O)OC(C)(C)C)=O